CN1N=C(C2=CC=C(C=C12)C)C1=CC=C(C=C1)NC(=O)NCC=1C=NNC1 1-[4-(1,6-Dimethyl-1H-indazol-3-yl)-phenyl]-3-(1H-pyrazol-4-ylmethyl)-urea